benzo[b]thiophen-4-yl-(3-chloro-6-fluorobenzo[b]thiophen-2-yl)methanone S1C2=C(C=C1)C(=CC=C2)C(=O)C2=C(C1=C(S2)C=C(C=C1)F)Cl